5-(3-((tert-butyldimethylsilyl)oxy)pyrrolidin-1-yl)-2-morpholino-6-nitrooxazolo[4,5-b]pyridine [Si](C)(C)(C(C)(C)C)OC1CN(CC1)C1=C(C=C2C(=N1)N=C(O2)N2CCOCC2)[N+](=O)[O-]